N-(1-deoxy-1-fructosyl)proline C1CC(N(C1)CC2([C@H]([C@@H]([C@H](O2)CO)O)O)O)C(=O)O